2-(1-((5-((4-(3-((2-((1S)-1-((tetrahydro-2H-pyran-2-yl)oxy)ethyl)-1H-imidazol-1-yl)methyl)isoxazol-5-yl)phenyl)ethynyl)pyridin-2-yl)methyl)azetidin-3-yl)acetate O1C(CCCC1)O[C@@H](C)C=1N(C=CN1)CC1=NOC(=C1)C1=CC=C(C=C1)C#CC=1C=CC(=NC1)CN1CC(C1)CC(=O)[O-]